CC1(C(C=C(C=C1C)C)C)N 1,6-dimethyl-2,4-dimethylphenylamine